tert-butyl 4-({[(1E)-(4-chlorophenyl)methylidene]amino}methyl)piperidine-1-carboxylate ClC1=CC=C(C=C1)\C=N\CC1CCN(CC1)C(=O)OC(C)(C)C